FC(C1=C(C=CC=C1)CN1N=C(C=2CN(CCC21)C(=O)OC(C)(C)C)OC)F Tert-Butyl 1-[[2-(difluoromethyl)phenyl]methyl]-3-methoxy-1H,4H,5H,6H,7H-pyrazolo[4,3-c]pyridine-5-carboxylate